5-METHYL-4-NITRO-1H-PYRROLE-3-CARBALDEHYDE CC1=C(C(=CN1)C=O)[N+](=O)[O-]